(4-chloro-3-cyclopropylphenyl)(1,8-diazaspiro[4.5]dec-1-yl)methanone ClC1=C(C=C(C=C1)C(=O)N1CCCC12CCNCC2)C2CC2